diphenyl-(p-methylsulfinylphenyl)sulfonium C1(=CC=CC=C1)[S+](C1=CC=C(C=C1)S(=O)C)C1=CC=CC=C1